pyrido[2',1':3,4]pyrazino[1,2-b]indazole-3-carboxylic acid C1=CC(=CN2C1=C1N(NC=3C=CC=CC13)C=C2)C(=O)O